FC=1C(=C(C=CC1F)[C@H]1[C@@H](O[C@]([C@H]1C)(C(F)(F)F)C)C(=O)NC1=CC(=NC=C1)C(=O)NNC(=O)OC(C)(C)C)OC tert-Butyl 2-(4-((2R,3S,4S,5R)-3-(3,4-difluoro-2-methoxyphenyl)-4,5-dimethyl-5-(trifluoromethyl)tetrahydrofuran-2-carboxamido)picolinoyl)hydrazine-1-carboxylate